4-(3H-[1,2,3]triazolo[4,5-b]pyridin-3-yl)-N-(8-methylisoquinolin-1-yl)-N-((3R,4S)-4-methylpiperidin-3-yl)benzamide N1=NN(C2=NC=CC=C21)C2=CC=C(C(=O)N([C@H]1CNCC[C@@H]1C)C1=NC=CC3=CC=CC(=C13)C)C=C2